4-(dodec-1-yn-1-yl)benzoate C(#CCCCCCCCCCC)C1=CC=C(C(=O)[O-])C=C1